[NH4+].[NH4+].C(CCC)N1CN(C=C1)C 1-butyl-3-methylimidazole diammonium salt